2-(1-oxo-2-(3-(5,6,7,8-tetrahydro-1,8-naphthyridin-2-yl)propyl)-2,8-diazaspiro[4.5]decan-8-yl)acetic acid ethyl ester C(C)OC(CN1CCC2(CCN(C2=O)CCCC2=NC=3NCCCC3C=C2)CC1)=O